N=1C=NN2C1C=C(C=C2)OC2=C(C=C(C=C2)NC2=NC=NN1C2=C(C=C1)C=1C2CN(C(C1)CC2)C(=O)OC(C)(C)C)C tert-butyl 5-(4-((4-([1,2,4]triazolo[1,5-a]pyridin-7-yloxy)-3-methylphenyl)amino)pyrrolo[2,1-f][1,2,4]triazin-5-yl)-2-azabicyclo[2.2.2]oct-5-ene-2-carboxylate